1-Butyl-3-Methylimidazolium Tetrafluoroborat F[B-](F)(F)F.C(CCC)N1C=[N+](C=C1)C